N1=C2C(=CC=C1)C1=C(O2)C(=CC=C1)OS(=O)(=O)C(F)(F)F benzofuro[2,3-b]pyridin-8-yltrifluoromethanesulfonate